benzyl di-tert-butyl phosphate P(=O)(OCC1=CC=CC=C1)(OC(C)(C)C)OC(C)(C)C